C(C)(C)C1(CC=C(C(=C1)C)C(C)C)OC=C1C(CCC1)CCCCC 2-isopropyl-5-1-isopropyl-4-methyl-2-((2-pentylcyclopentylidene)methoxy)benzene